ClC(CC)CC1CO1 1-chloro-2,3-epoxypropyl-propane